C(C1=CC=CC=C1)[C@@](C(=O)N1C(OC[C@@H]1C(C)C)=O)(C=C)C (4S)-3-[(2R)-2-benzyl-2-methyl-but-3-enoyl]-4-isopropyl-oxazolidin-2-one